3-[(3R)-4-tert-Butoxycarbonylmorpholin-3-yl]propionic acid C(C)(C)(C)OC(=O)N1[C@@H](COCC1)CCC(=O)O